N1CCC[C@]12CN(CC2)C2=C1C(=NC=C2)NC=C1C=1C=NC=NC1 4-[(5S)-1,7-diazaspiro[4.4]nonan-7-yl]-3-pyrimidin-5-yl-1H-pyrrolo[2,3-b]pyridine